2-bromo-4-fluoro-trifluoromethyl-tolueneoctane-amide BrC1=C(C(CCCCCCCC(=O)N)C(F)(F)F)C=CC(=C1)F